C1(=CC=CC=C1)C(C(=O)O)CC(C(=O)O)C1=CC=C(C=C1)OC(F)(F)F 2-phenyl-4-(4-(trifluoromethoxy)phenyl)pentanedioic acid